N-[(3R)-1-(2-cyanoethyl)piperidin-3-yl]-2-(8-isopropyl-5-oxothieno[3',2':4,5]pyrrolo[1,2-d][1,2,4]triazin-6(5H)-yl)acetamide C(#N)CCN1C[C@@H](CCC1)NC(CN1N=C(N2C(C1=O)=CC1=C2SC=C1)C(C)C)=O